C(N)(=O)CC=1C=C(C=CC1)C1=CC=CC=2N(C(NC21)=O)C2CCN(CC2)C(=O)NC2=CC(=C(C=C2)Cl)Cl 4-{4-[3-(Carbamoylmethyl)phenyl]-2-oxo-2,3-dihydro-1H-1,3-benzodiazol-1-yl}-N-(3,4-dichlorophenyl)piperidine-1-carboxamide